The molecule is a 4-hydroxy monocarboxylic acid anion obtained by deprotonation of the carboxy and phosphate OH groups of 5-phospho-D-xylonic acid. Major microspecies at pH 7.3. It is a 4-hydroxy monocarboxylic acid anion and an organophosphate oxoanion. It is a conjugate base of a 5-phospho-D-xylonic acid. C([C@H]([C@@H]([C@H](C(=O)[O-])O)O)O)OP(=O)([O-])[O-]